Cl.Cl.C1(=CC=CC2=CC=CC=C12)NC(CN)N 2-(1-naphthylamino)ethylenediamine dihydrochloride